ClC1=NC=C(C(=C1)NC1CCC(CC1)CO)C#CC1OCCC1 ((1s,4s)-4-((2-chloro-5-((tetrahydrofuran-2-yl)ethynyl)pyridin-4-yl)amino)cyclohexyl)methanol